CC=1OC2=C(C1C(=O)O)C=C(C=C2)OCC2=NN(C=N2)C 2-methyl-5-((1-methyl-1H-1,2,4-triazol-3-yl)methoxy)benzofuran-3-carboxylic acid